C(C)OC1=C(C=CC(=C1)C(F)(F)F)C1=CC(NC=2C=C3C(=CC12)OCO3)=O 8-(2-ethoxy-4-(trifluoromethyl)phenyl)-[1,3]dioxolo[4,5-g]quinolin-6(5H)-one